C(C1=CC=CC=C1)N1CC2C(CC1)CCN2C=2C(N(C(=NN2)Cl)C)=O 6-(6-Benzyl-3,3a,4,5,7,7a-hexahydro-2H-pyrrolo[2,3-c]pyridin-1-yl)-3-chloro-4-methyl-1,2,4-triazin-5-one